O=C1CC[C@@H](O1)C(=O)O (2R)-5-oxotetrahydro-2-furancarboxylic acid